3α,7α,12α,24,26-pentahydroxy-5β-cholestane O[C@H]1C[C@H]2C[C@H]([C@H]3[C@@H]4CC[C@H]([C@@H](CCC(C(CO)C)O)C)[C@]4([C@H](C[C@@H]3[C@]2(CC1)C)O)C)O